O[C@H](CCC(C#N)CCC)[C@@H](CC1=CC=CC=C1)O (3R,4R)-3,4-dihydroxy-5-phenylpentylpentanenitrile